NCC=1C(=CN(NC1)CC1=NC(=NO1)CCC1=CC=C(C=C1)Cl)Cl 5-(aminomethyl)-4-chloro-2-((3-(4-chlorophenethyl)-1,2,4-oxadiazol-5-yl)methyl)pyridazin